methyl 2-((1R,5S,6s)-3-(7,7-difluoro-2-(methylthio)-6,7-dihydro-5H-cyclopenta[d]pyrimidin-4-yl)-3-azabicyclo[3.1.0]hexan-6-yl)acetate FC1(CCC2=C1N=C(N=C2N2C[C@@H]1C([C@@H]1C2)CC(=O)OC)SC)F